(S)-1-(1-(4-chloro-3-fluorophenyl)-2-hydroxyethyl)-4-(3-(2-methylpyridin-4-yl)-1H-pyrazolo[3,4-b]pyridin-5-yl)pyridin-2(1H)-one ClC1=C(C=C(C=C1)[C@@H](CO)N1C(C=C(C=C1)C=1C=C2C(=NC1)NN=C2C2=CC(=NC=C2)C)=O)F